BrCC1=CC=C(C=C1)S(=O)(=O)COC (bromomethyl)-4-methoxymethylsulfonylbenzene